NC1[C@@H](CCC1)CC(=O)O (S)-2-aminocyclopentyl-acetic acid